N1-(1-pyridine-2-ylmethyl-1H-imidazol-2-ylmethyl)-N1-(5,6,7,8-tetrahydro-quinolin-8-yl)-butane-1,4-diamine N1=C(C=CC=C1)CN1C(=NC=C1)CN(CCCCN)C1CCCC=2C=CC=NC12